4-Acetyl-7-methoxyisoquinolin C(C)(=O)C1=CN=CC2=CC(=CC=C12)OC